[O-2].[O-2].[O-2].[O-2].[Al+3].[Li+] lithium aluminum tetraoxide